4-amino-3-methyl-N-(1-methyl-1H-pyrazol-4-yl)-N-(5-(trifluoromethyl)-2,3-dihydro-1H-inden-1-yl)-3H-pyrazolo[3,4-c]quinolin-8-carboxamide NC1=NC=2C=CC(=CC2C2=C1N(N=C2)C)C(=O)N(C2CCC1=CC(=CC=C21)C(F)(F)F)C=2C=NN(C2)C